(R)-tetrahydro-furan-2-carboxylic acid {4-[4-(6-fluoro-2-oxo-1,2-dihydro-quinolin-3-yl)-[1,2,3]triazol-1-yl]-phenyl}-methyl-amide FC=1C=C2C=C(C(NC2=CC1)=O)C=1N=NN(C1)C1=CC=C(C=C1)N(C(=O)[C@@H]1OCCC1)C